2-(3-(4,4,5,5-tetramethyl-1,3,2-dioxaborolan-2-yl)phenyl)propan-2-amine CC1(OB(OC1(C)C)C=1C=C(C=CC1)C(C)(C)N)C